4-(7'-Fluoro-2'-methyl-spiro[cyclopentane-1,3'-indol]-5'-yl)-2-(((3S,4R)-3-hydroxytetrahydro-2H-pyran-4-yl)amino)pyrimidine-5-carbonitrile FC=1C=C(C=C2C3(C(=NC12)C)CCCC3)C3=NC(=NC=C3C#N)N[C@H]3[C@@H](COCC3)O